C(C)OC1=C(C=CC(=C1)C=1C=NN(C1)C)NC=O N-(2-ethoxy-4-(1-methyl-1H-pyrazol-4-yl)phenyl)formamide